FC1(CC1)C(=O)N1CC2(C1)C[C@@H](CC2)N2CCC(CC2)C2=C(C=CC=C2)OCC2=CN=C(O2)C (R)-(1-fluorocyclopropyl)(6-(4-(2-((2-methyloxazol-5-yl)methoxy)phenyl)piperidin-1-yl)-2-azaspiro[3.4]octan-2-yl)methanone